O[C@]1(CCN(CC12CCCC2)C(=O)N2C(CNCC2)C=2SC=CC2)CN2C=NC(=CC2=O)C2=CC=CC=C2 3-(((10S)-10-Hydroxy-7-(2-(thiophen-2-yl)piperazine-1-carbonyl)-7-aza-spiro[4.5]decan-10-yl)methyl)-6-phenylpyrimidin-4(3H)-one